COP(=O)(CCC1=CC=CC=C1)C1=NC=2CCN(CC2C=C1)C(=O)OCCCC butyl 2-(methoxy(phenylethyl)phosphoryl)-7,8-dihydro-1,6-naphthyridin-6(5H)-carboxylate